C(C)(C)(C)OC(=O)N1CCC(=CC1)C1=CC=C2C3=C(NC2=C1)N=CNC3=O 4-[4-oxo-3H,9H-pyrimido[4,5-b]indol-7-yl]-3,6-dihydro-2H-pyridine-1-carboxylic acid tert-butyl ester